FC1=NC=CC=C1C(C)OC(=O)NC=1C(=NOC1C1=CC=C(C(=N1)C)NC(=O)[C@@H]1[C@H](CCCC1)C(=O)O)C (1S,2S)-2-((6-(4-(((1-(2-fluoropyridin-3-yl)ethoxy)carbonyl)amino)-3-methylisoxazol-5-yl)-2-methylpyridin-3-yl)carbamoyl)cyclohexane-1-carboxylic acid